COC1=C(C=C(C=C1)S(=O)(=O)N1CC(OCC1)C1=C(SC2=C1C=CC=C2)C(=O)N)C [4-(4-methoxy-3-methyl-phenyl)sulfonylmorpholin-2-yl]benzothiophene-2-carboxamide